BrC1=CC=C(C=C1)C1=CC=C(C=C1)C=1OC2=C(C1)C=CC=C2 2-(4'-bromobiphenyl-4-yl)benzofuran